FCC1CN(CCN1)C1=CC=CC(=N1)CNC=1C2=C(N=CN1)NC=C2C=2C=NC=CC2 N-((6-(3-(fluoromethyl)piperazin-1-yl)pyridin-2-yl)methyl)-5-(pyridin-3-yl)-7H-pyrrolo[2,3-d]pyrimidin-4-amine